N-cyclohexyl-5-(2-fluoropyridin-3-yl)-1H-indole-3-carboxamide C1(CCCCC1)NC(=O)C1=CNC2=CC=C(C=C12)C=1C(=NC=CC1)F